(R)-1-cyclobutyl-1,2,3,6-tetrahydropyridin-3-yl pivalate C(C(C)(C)C)(=O)O[C@H]1CN(CC=C1)C1CCC1